BrC=1C(=C(OC2CCC(CC2)CCCCO)C=CC1)C 4-((1s,4r)-4-(3-bromo-2-methylphenoxy)cyclohexyl)butan-1-ol